ClC1=C(OC2=CC3=C(N(C=N3)C)C=C2)C=CC(=C1)[N+](=O)[O-] 5-(2-chloro-4-nitrophenoxy)-1-methyl-1H-benzimidazole